((2-(2-cyano-[1,1'-biphenyl]-3-yl)-6-(difluoromethoxy)benzo[d]oxazol-5-yl)methyl)-L-proline C(#N)C1=C(C=CC=C1C=1OC2=C(N1)C=C(C(=C2)OC(F)F)CN2[C@@H](CCC2)C(=O)O)C2=CC=CC=C2